N1(CCCCC1)CCC1CCN(CC1)[NH-] [4-[2-(piperidin-1-yl)ethyl]piperidin-1-yl]amide